C(C)(C)(C)OC(=O)NC(C(=O)OCC1=CC=CC=C1)C(CCO[Si](C)(C)C(C)(C)C)(C)C benzyl 2-(tert-butoxycarbonylamino)-5-[tert-butyl(dimethyl)silyl]oxy-3,3-dimethyl-pentanoate